NCC1N(CCN(C1)C(=O)OC(C)(C)C)C1=C(C(=O)OC)C=C(C(=C1)C(=O)OC)[N+](=O)[O-] dimethyl 2-(2-(aminomethyl)-4-(t-butoxycarbonyl) piperazin-1-yl)-5-nitroterephthalate